[2-[3-[[(Z)-octadec-9-enyl]amino]-3-oxo-propyl]-2-[[(Z)-octadec-9-enyl]carbamoyl]-1,3-dioxan-5-yl] 4-imidazol-1-ylbutanoate N1(C=NC=C1)CCCC(=O)OC1COC(OC1)(C(NCCCCCCCC\C=C/CCCCCCCC)=O)CCC(=O)NCCCCCCCC\C=C/CCCCCCCC